6-((2S,3S)-3-aminotetrahydro-2H-pyran-2-yl)-2-chloro-N-(furan-2-ylmethyl)-7-iodothieno[3,2-d]pyrimidin-4-amine N[C@@H]1[C@H](OCCC1)C1=C(C=2N=C(N=C(C2S1)NCC=1OC=CC1)Cl)I